[3-(4-bromo-2-fluorophenoxy)propyl]-2-acetamido-1,3-thiazole-4-carboxylic acid ethyl ester C(C)OC(=O)C=1N=C(SC1CCCOC1=C(C=C(C=C1)Br)F)NC(C)=O